ClC1=C(C(=O)NC2=CC(=CC=C2)S(N)(=O)=O)C(=CC(=C1)Cl)OC1=C(C=C(C=C1)Cl)OC 2,4-dichloro-6-(4-chloro-2-methoxyphenoxy)-N-(3-sulfamoylphenyl)benzamide